1-{6-methyl-9-[4-(trifluoro-methyl)phenyl]-9H-carbazole-3-carbonyl}piperidin-3-ol CC=1C=C2C=3C=C(C=CC3N(C2=CC1)C1=CC=C(C=C1)C(F)(F)F)C(=O)N1CC(CCC1)O